(1S,2S)-2-(3-bromo-5-chloro-phenyl)cyclopropanecarboxylic acid BrC=1C=C(C=C(C1)Cl)[C@@H]1[C@H](C1)C(=O)O